C(C1=CC=CC=C1)NC1=NC(=NC=2[C@H](CCCC12)OCC)N1C(=CC=2C(=CC=CC12)C(=O)N)C 1-[(8S)-4-(benzylamino)-8-ethoxy-5,6,7,8-tetrahydroquinazolin-2-yl]-2-methyl-indole-4-carboxamide